4-(2,8-diphenylimidazo[1,2-a]pyridin-6-yl)phenol C1(=CC=CC=C1)C=1N=C2N(C=C(C=C2C2=CC=CC=C2)C2=CC=C(C=C2)O)C1